carbonic acid compound with sulfuric acid S(O)(O)(=O)=O.C(O)(O)=O